(R)-4-(2-amino-4-((1-hydroxy-2-methylhex-2-yl)amino)pyrido[3,2-d]Pyrimidine-7-yl)-6-methyl-1-(1-methylpiperidin-4-yl)pyridin-2(1H)-one NC=1N=C(C2=C(N1)C=C(C=N2)C2=CC(N(C(=C2)C)C2CCN(CC2)C)=O)N[C@@](CO)(CCCC)C